(cyclopropanecarbonyl)-4-((1-(trifluoromethyl)-1H-pyrazol-4-yl)oxy)pyrrolidin C1(CC1)C(=O)N1CCC(C1)OC=1C=NN(C1)C(F)(F)F